N[C@H](C(=O)NN(C(C(F)Cl)=O)CCC(=O)N)CC1CCCCC1 3-(2-((S)-2-amino-3-cyclohexylpropionyl)-1-(2-chloro-2-fluoroacetyl)hydrazino)propionamide